C(C1=CC=CC=C1)OC(=O)N1C2CCCC1C(C2)O 6-hydroxy-8-azabicyclo[3.2.1]octane-8-carboxylic acid benzyl ester